1-(4-phenylsulfonylphenyl)-octane-1,2-dione-2-oxime C1(=CC=CC=C1)S(=O)(=O)C1=CC=C(C=C1)C(C(CCCCCC)=NO)=O